[Na+].[Na+].P(=O)([O-])([O-])OC[C@@H]1[C@H]([C@H]([C@@H](O1)N1C=NC=2C(=O)NC(N)=NC12)O)O guanosine-5'-monophosphate disodium salt